(6R)-6-{[2-(3,4-dimethoxyphenyl)[1,2,4]triazolo[1,5-c]quinazolin-5-yl]amino}-1,4-diazepan-5-one COC=1C=C(C=CC1OC)C1=NN2C(=NC=3C=CC=CC3C2=N1)N[C@H]1C(NCCNC1)=O